N=S(/C=C/CNC(=O)C=1C(NC=2CCCCC2C1)=O)(C1=CC=C(C=C1)OC1=CC=CC=C1)=O N-[(2E)-3-[imino(oxo)(4-phenoxyphenyl)-λ6-sulfanyl]prop-2-en-1-yl]-2-oxo-1,2,5,6,7,8-hexahydroquinoline-3-carboxamide